C1(CC1)S(=O)(=O)NC=1SC=C(N1)C(C(=O)NC1=CC=C(C=C1)C=1C(=NC=CC1)C(F)(F)F)(C)C 2-(2-(cyclopropanesulfonylamino)thiazol-4-yl)-2-methyl-N-(4-(2-(trifluoromethyl)pyridin-3-yl)phenyl)propanamide